7-amino-3-phenylthieno[2,3-b]pyrazine-6-carboxylic acid NC1=C(SC2=NC(=CN=C21)C2=CC=CC=C2)C(=O)O